C[C@H]1N(CCOC1)C1=NC=2N(C(=C1)C1(CC1)S(=O)(=O)C)N=CC2B2OC(C(O2)(C)C)(C)C (R)-3-methyl-4-(7-(1-(methylsulfonyl)cyclopropyl)-3-(4,4,5,5-tetramethyl-1,3,2-dioxaborolan-2-yl)pyrazolo[1,5-a]pyrimidin-5-yl)morpholine